BrCC=1N=NN(C1)C(C1=CC=CC=C1)(C1=CC=CC=C1)C1=CC=CC=C1 4-(bromomethyl)-1-trityl-1H-1,2,3-triazole